(S)-2-(1-(4-(5-(4-amino-8-aza-12-oxadispiro[2.1.5.2]dodec-8-yl)-6-(hydroxymethyl)pyrazin-2-ylsulfanyl)-3-chloropyridin-2-yl)azetidin-3-yl)propan-2-ol N[C@@H]1C2(CC2)OCC12CCN(CC2)C=2N=CC(=NC2CO)SC2=C(C(=NC=C2)N2CC(C2)C(C)(C)O)Cl